N-ethyl-3-(2-methoxyphenyl)propanamide C(C)NC(CCC1=C(C=CC=C1)OC)=O